(R)-4-((2-(((2,6-difluorophenyl)(1-methylcyclopentyl)methyl)amino)-3,4-dioxocyclobut-1-en-1-yl)amino)-3-hydroxy-N,N-dimethylpicolinamide FC1=C(C(=CC=C1)F)[C@@H](C1(CCCC1)C)NC1=C(C(C1=O)=O)NC1=C(C(=NC=C1)C(=O)N(C)C)O